(S)-3-((Z)-2-(((S)-2-((6-(3-(3-aminopropyl)-1H-imidazol-3-ium-1-yl)pyridin-3-yl)oxy)-1-carboxyethoxy)imino)-2-(2-aminothiazol-4-yl)acetamido)-2,2-dimethyl-4-oxoazetidin-1-yl sulfate S(=O)(=O)(ON1C([C@@H](C1=O)NC(\C(\C=1N=C(SC1)N)=N/O[C@@H](COC=1C=NC(=CC1)N1C=[N+](C=C1)CCCN)C(=O)O)=O)(C)C)[O-]